FC(C=1N=C(C2=C(N1)N=CC(=C2)OC)SCC(=O)C2=CN=C(S2)C2(CCNCC2)O)F 2-[2-(difluoromethyl)-6-methoxy-pyrido[2,3-d]pyrimidin-4-yl]sulfanyl-1-[2-(4-hydroxy-4-piperidyl)thiazol-5-yl]ethanone